CN1CCN(CC1)CCC1=C(NC=C1C(=O)N)C1=CC=C(C=C1)C(F)(F)F (2-(4-methylpiperazin-1-yl)ethyl)-2-(4-(trifluoromethyl)phenyl)Azole-4-carboxamide